C(C)(C)(CC)C1=CC=C(C=C1)NC1CC(CC1)C(=O)N 3-((4-(tert-pentyl)phenyl)amino)cyclopentane-1-carboxamide